2-(4-cyclopropyl-6-methoxy-pyrimidin-5-yl)-4-[[3-fluoro-4-[1-[prop-1-enyl]-4-(trifluoromethyl)imidazol-2-yl]phenyl]methoxy]-5-methoxy-pyrimidine C1(CC1)C1=NC=NC(=C1C1=NC=C(C(=N1)OCC1=CC(=C(C=C1)C=1N(C=C(N1)C(F)(F)F)C=CC)F)OC)OC